(S or R)-2-(5-amino-9-fluoro-8-methoxy-[1,2,4]triazolo[1,5-c]quinazolin-2-yl)-4-(1-(2-hydroxy-2-methylpropyl)-5-methyl-1H-pyrazol-4-yl)thiomorpholine 1,1-dioxide NC1=NC=2C=C(C(=CC2C=2N1N=C(N2)[C@@H]2CN(CCS2(=O)=O)C=2C=NN(C2C)CC(C)(C)O)F)OC |o1:14|